COC=1C=C(C(=O)N2CCC=3C2=CN=CC3N3CCN(CC3)C#N)C=CC1 4-(1-(3-methoxybenzoyl)-2,3-dihydro-1H-pyrrolo[2,3-c]pyridin-4-yl)piperazine-1-carbonitrile